tert-butyl (3S)-3-(4-cyanophenyl)-5-hydroxy-1,2-oxazolidine-2-carboxylate C(#N)C1=CC=C(C=C1)[C@H]1N(OC(C1)O)C(=O)OC(C)(C)C